(R)-1-(2-chloropyridin-3-yl)ethyl (4-(5-(1-methoxycyclopropane-1-carboxamido)pyridin-2-yl)-1-methyl-1H-1,2,3-triazol-5-yl)carbamate COC1(CC1)C(=O)NC=1C=CC(=NC1)C=1N=NN(C1NC(O[C@H](C)C=1C(=NC=CC1)Cl)=O)C